S1C(=CC=C1)C1N(CCOC1)C(=O)OC(C)(C)C tert-butyl 3-(thiophen-2-yl)morpholine-4-carboxylate